(Z)-3-[N-(benzyloxycarbonyl)amino]-4-(2,4,5-trifluorophenyl)-2-butenoic acid methyl ester COC(\C=C(\CC1=C(C=C(C(=C1)F)F)F)/NC(=O)OCC1=CC=CC=C1)=O